FC=1C=C(C=CC1S(=O)(=O)C)C1=NC2=C(N1C)C=C(C=C2C)C2C[C@@H](N(CC2)C2CCNCC2)C(C)C 2-(3-fluoro-4-(methylsulfonyl)phenyl)-6-(r-isopropyl-[1,4'-bipiperidin]-4-yl)-1,4-dimethyl-1H-benzo[d]imidazole